5-decyl-1,10-phenanthroline C(CCCCCCCCC)C1=C2C=CC=NC2=C2N=CC=CC2=C1